NC1(C(C=C(C=C1)C1=CC=CC=C1)(S(=O)(=O)O)S(=O)(=O)O)N 4,4-diamino-[1,1-biphenyl]-3,3-disulfonic acid